CN(C(C=CC)=O)C N,N-dimethylbut-2-enamide